N1N=CC(=C1)N1N=NC(=C1)CN1C(C=C(C(=C1)OC)C1=C(C=CC(=C1)Cl)N1N=NC(=C1)Cl)=O 1-((1-(1H-pyrazol-4-yl)-1H-1,2,3-triazol-4-yl)methyl)-4-(5-chloro-2-(4-chloro-1H-1,2,3-triazol-1-yl)phenyl)-5-methoxypyridin-2(1H)-one